C(C)(C)(C)OC(=O)N[C@@H](CCOC1CC(C1)CCC1=NC=2NCCCC2C=C1)C(=O)OC methyl N-(tert-butoxycarbonyl)-O-((1S,3R)-3-(2-(5,6,7,8-tetrahydro-1,8-naphthyridin-2-yl)ethyl)cyclobutyl)homoserinate